oxidoplatinum O=[Pt]